(S)-3-(4-fluorophenyl)-1-(((S)-1-hydroxy-3-phenylpropan-2-yl)amino-1-oxopropan-2-yl)benzamide FC1=CC=C(C=C1)C=1C[C@](C(=O)N)(C=CC1)C(C=O)CN[C@H](CO)CC1=CC=CC=C1